Cl.CN1C(N(C2=C1C=C(C=C2)C2CCNCC2)C2C(NC(CC2)=O)=O)=O 3-[3-methyl-2-oxo-5-(4-piperidyl)benzimidazol-1-yl]piperidine-2,6-dione hydrochloride